C(C(=C)C)(=O)N[C@@H](C=O)[C@@H](O)[C@H](O)[C@H](O)CO 2-deoxy-2-methacrylamido-D-glucose